dioxalate lithium [Li+].C(C(=O)[O-])(=O)[O-].C(C(=O)[O-])(=O)[O-].[Li+].[Li+].[Li+]